3-(1-oxo-5-((4-(thieno[2,3-d]pyrimidin-2-yl)-3,6-dihydropyridin-1(2H)-yl)methyl)isoindolin-2-yl)piperidine-2,6-dione O=C1N(CC2=CC(=CC=C12)CN1CCC(=CC1)C=1N=CC2=C(N1)SC=C2)C2C(NC(CC2)=O)=O